N-(5-(((2S,5R)-5-((6-methoxypyrimidin-4-yl)oxy)-2-methylpiperidin-1-yl)methyl)thiazol-2-yl)acetamide COC1=CC(=NC=N1)O[C@@H]1CC[C@@H](N(C1)CC1=CN=C(S1)NC(C)=O)C